Triethyl borate triphenylborate Triisopropyl-borate C(C)(C)OB(OC(C)C)OC(C)C.C1(=CC=CC=C1)OB(OC1=CC=CC=C1)OC1=CC=CC=C1.B(OCC)(OCC)OCC